(3R,7R)-2-(3,4-dichlorobenzoyl)-3,7-dimethyl-9-(1-(6-(S-methylsulfonimidoyl)pyridin-3-yl)ethyl)-1,2,3,4,8,9-hexahydropyrido[4',3':3,4]pyrazolo[1,5-a]pyrazin-10(7H)-one ClC=1C=C(C(=O)N2CC=3C(=NN4C3C(N(C[C@H]4C)C(C)C=4C=NC(=CC4)S(=O)(=N)C)=O)C[C@H]2C)C=CC1Cl